1-methyl-3-oxo-1,3-dihydroisobenzofuran-4-ylmethyl carbamate C(N)(OCC1=C2C(OC(C2=CC=C1)C)=O)=O